COC1=NC=CC(=C1)C1=CSC=2C1=NC(=CC2)C=2C=NN(C2)C 3-(2-methoxypyridin-4-yl)-5-(1-methyl-1H-pyrazol-4-yl)thieno[3,2-b]pyridine